tert-butyl N,N-diisopropylcarbamate C(C)(C)N(C(OC(C)(C)C)=O)C(C)C